COC1=CC=C(COC2=CC=C(OCCOCCNC3CCCC3)C=C2)C=C1 N-(2-(2-(4-((4-methoxybenzyl)oxy)phenoxy)ethoxy)ethyl)cyclopentylamine